1-((6-(2H-1,2,3-triazol-2-yl)pyridazin-3-yl)methyl)-4-(bicyclo[1.1.1]pentan-1-yl)piperazine-2,3-dione N=1N(N=CC1)C1=CC=C(N=N1)CN1C(C(N(CC1)C12CC(C1)C2)=O)=O